CC=1C=NN2C=NNC(C21)=O 3-methylpyrazolo[1,5-d][1,2,4]triazin-4(5H)-one